3-(6-(8-((1-((1s,3s)-adamantan-1-yl)ethyl)amino)octyl)-2-methyl-4-oxoquinazolin-3(4H)-yl)piperidine-2,6-dione C12(CC3CC(CC(C1)C3)C2)C(C)NCCCCCCCCC=2C=C3C(N(C(=NC3=CC2)C)C2C(NC(CC2)=O)=O)=O